ClC1=CC=CC=2NC(=NC21)C(=O)N2CC=1N(CC2)C=NC1 (4-Chloro-1H-benzimidazol-2-yl)-(6,8-dihydro-5H-imidazo[1,5-a]pyrazin-7-yl)methanone